2-[2-(5-Fluoroindol-1-yl)ethyl-methyl-amino]ethanol fumarate C(\C=C\C(=O)O)(=O)O.FC=1C=C2C=CN(C2=CC1)CCN(CCO)C